C1(CC1)C1=C(C(=NO1)C1=C(C=CC=C1Cl)Cl)CO[C@H]1[C@@H]2CN([C@H](C1)C2)C2=CC=C(C=C2)C2(CCC2)C(=O)O 1-{4-[(1S,4S,5R)-5-{[5-cyclopropyl-3-(2,6-dichlorophenyl)-1,2-oxazol-4-yl]methoxy}-2-azabicyclo[2.2.1]heptan-2-yl]phenyl}cyclobutane-1-carboxylic acid